tert-Butyl 2-{[3-(2,6-dioxopiperidin-3-yl)-2-methylquinolin-8-yl]amino}acetate O=C1NC(CCC1C=1C(=NC2=C(C=CC=C2C1)NCC(=O)OC(C)(C)C)C)=O